1-[4-methoxy-2-(trifluoromethyl)phenyl]pyrrolo[1,2-d][1,2,4]triazin-4-amine COC1=CC(=C(C=C1)C=1C=2N(C(=NN1)N)C=CC2)C(F)(F)F